2-((R)-1-(1-(3-isopropyl-1,2,4-oxadiazol-5-yl)piperidin-4-yl)ethoxy)-5-(2-methyl-6-(methylsulfonyl)pyridin-3-yl)thiazolo[5,4-b]pyridin C(C)(C)C1=NOC(=N1)N1CCC(CC1)[C@@H](C)OC=1SC2=NC(=CC=C2N1)C=1C(=NC(=CC1)S(=O)(=O)C)C